1-(3-((5-chloro-2-((1-(1-isopropylpiperidin-4-yl)-3-methyl-1H-pyrazol-4-yl)amino)pyrimidin-4-yl)amino)propyl)azepan-2-one ClC=1C(=NC(=NC1)NC=1C(=NN(C1)C1CCN(CC1)C(C)C)C)NCCCN1C(CCCCC1)=O